4-(5-(3-((5-(5-(difluoromethyl)-1,3,4-oxadiazole-2-yl)pyridine-2-yl)methyl)-5-fluoro-2-oxo-2,3-dihydrobenzo[d]oxazole-6-yl)pyrimidine-2-yl)piperazine-1-carboxylate FC(C1=NN=C(O1)C=1C=CC(=NC1)CN1C(OC2=C1C=C(C(=C2)C=2C=NC(=NC2)N2CCN(CC2)C(=O)[O-])F)=O)F